C(#N)C[C@@H](C1=CC=C(C=C1)S(=O)(=O)CC)NC(=O)NC1=CC=C(C=C1)C(C(F)(F)F)(C(F)(F)F)O (S)-1-(2-cyano-1-(4-(ethylsulfonyl)phenyl)ethyl)-3-(4-(1,1,1,3,3,3-hexafluoro-2-hydroxypropan-2-yl)phenyl)urea